1-(4-(2,4-dichloropyrimidin-5-yl)-1H-pyrazol-1-yl)ethan-1-one ClC1=NC=C(C(=N1)Cl)C=1C=NN(C1)C(C)=O